4-((Dimethylamino)methyl)-2-methoxyaniline CN(C)CC1=CC(=C(N)C=C1)OC